tert-butyl 4-(5-{3-methoxy-4,6-dimethylpyrazolo[1,5-a]pyrazin-2-yl} thieno[2,3-c]pyrazol-2-yl)piperidine-1-carboxylate COC=1C(=NN2C1C(=NC(=C2)C)C)C2=CC=1C(=NN(C1)C1CCN(CC1)C(=O)OC(C)(C)C)S2